2-allyl-3-hydroxy-6-methoxynaphthalene-1,4-dione C(C=C)C=1C(C2=CC=C(C=C2C(C1O)=O)OC)=O